6-cyclopropyl-2-(2-methylanilino)pyridine-3-carboxamide C1(CC1)C1=CC=C(C(=N1)NC1=C(C=CC=C1)C)C(=O)N